1-(quinazolin-4-yl)benzene-1,4-diamine N1=CN=C(C2=CC=CC=C12)C1(CC=C(C=C1)N)N